(2S)-pyrrolidine-2-carboxamide hydrochloride Cl.N1[C@@H](CCC1)C(=O)N